2-(1-(ethylsulfonyl)-3-azetidinylidene)acetonitrile C(C)S(=O)(=O)N1CC(C1)=CC#N